C(C)(C)(C)[S@@](=O)N (R)-(+)-tertiary butyl-sulfinamide